pentanedioic acid-1-tert-butyl ester C(C)(C)(C)OC(CCCC(=O)O)=O